2,4-dimethylocta-2,7-dien-4-yl acetate C(C)(=O)OC(C=C(C)C)(CCC=C)C